BrCC1=CC(=C(C=N1)N1C(NC(CC1)=O)=O)F 1-(6-(Bromomethyl)-4-fluoropyridin-3-yl)dihydropyrimidine-2,4(1H,3H)-dione